N-((1s,3s)-3-(6-(((1-((1-((2-(2,6-dioxopiperidin-3-yl)-1,3-dioxoisoindoline-5-yl)glycyl)piperidin-4-yl)methyl)piperidin-4-yl)methyl)amino)-9H-purin-9-yl)cyclobutyl)-2-phenylacetamide O=C1NC(CC[C@@H]1N1C(C2=CC=C(C=C2C1=O)NCC(=O)N1CCC(CC1)CN1CCC(CC1)CNC1=C2N=CN(C2=NC=N1)C1CC(C1)NC(CC1=CC=CC=C1)=O)=O)=O